(2-(didodecylamino)ethyl)(nonylamino)ethan-1-ol C(CCCCCCCCCCC)N(CCC(C)(O)NCCCCCCCCC)CCCCCCCCCCCC